(4-(((3-((4-amino-2-butyl-1H-imidazo[4,5-d]thieno[3,2-b]pyridin-1-yl)methyl)benzyl)amino)methyl)phenyl)methanol NC1=C2C(=C3C(=N1)C=CS3)N(C(=N2)CCCC)CC=2C=C(CNCC3=CC=C(C=C3)CO)C=CC2